2-(2-(dimethylamino)-4-methylphenyl)acetic acid CN(C1=C(C=CC(=C1)C)CC(=O)O)C